bis-2-naphthyl-p-phenylenediamine C1=C(C=CC2=CC=CC=C12)NC1=CC=C(C=C1)NC1=CC2=CC=CC=C2C=C1